4-(trifluoromethyl) piperidine-4-carboxylate N1CCC(CC1)C(=O)OC(F)(F)F